4-((4-methylpiperazin-1-yl)methyl)aniline CN1CCN(CC1)CC1=CC=C(N)C=C1